[(thiophen-2-yl)methyl]-7H-pyrrolo[2,3-d]pyrimidin-4-amine S1C(=CC=C1)CC=1N=C(C2=C(N1)NC=C2)N